zinc propionate C(CC)(=O)[O-].[Zn+2].C(CC)(=O)[O-]